(2-((1H-indol-5-yl)methyl)-3-mercaptopropionyl)-D-proline methyl ester COC([C@@H]1N(CCC1)C(C(CS)CC=1C=C2C=CNC2=CC1)=O)=O